COCCCOC([C@@H](NP(=O)(OC1=CC=CC=C1)OC1=CC=C(C=C1)[N+](=O)[O-])C)=O ((4-nitrophenoxy)(phenoxy)phosphoryl)-L-alanine 3-methoxypropyl ester